C(C(O)CC(=O)O)(=O)O.C(CCC)=O 1-butanone malate